C(CCC)OC1=CC=C(C=C1)SC=1C=C2C(=CNC2=CC1)C1CCNCC1 5-(4-butoxyphenyl)thio-3-(piperidin-4-yl)-1H-indole